FC(C(C(C(C(C(C(C(C(C(C(C(F)(F)F)(F)F)(F)F)(F)F)(F)F)(F)F)(F)F)(F)F)(F)F)(F)F)(F)F)(C(=O)O)F perfluorododecyl-carboxylic acid